(5-(4-((trans-4-morpholinocyclohexyl)amino)-7H-pyrrolo[2,3-d]pyrimidin-5-yl)pyrazolo[1,5-a]pyridin-3-yl)(piperidin-1-yl)methanone O1CCN(CC1)[C@@H]1CC[C@H](CC1)NC=1C2=C(N=CN1)NC=C2C2=CC=1N(C=C2)N=CC1C(=O)N1CCCCC1